FC(COC1=C(C=O)C=CC=C1)(F)F 2-(2,2,2-trifluoroethoxy)benzaldehyde